1,2,3,4,5-pentafluoro-6-((1,1,2-trifluoro-2-(1,1,2,3,3,3-hexafluoro-2-(perfluoropropoxy)propoxy)ethoxy)methyl)benzene FC1=C(C(=C(C(=C1COC(C(OC(C(C(F)(F)F)(OC(C(C(F)(F)F)(F)F)(F)F)F)(F)F)F)(F)F)F)F)F)F